ClC1=C(C=CC=C1)[C@H]1CC[C@H](N1C(=O)C1=CC=C(C=C1)C1=C(C(=CC=C1)N(S(=O)(=O)C)C)C)C(=O)O (2S,5R)-5-(2-chlorophenyl)-1-(2'-methyl-3'-(N-methylmethanesulfonamido)-[1,1'-biphenyl]-4-carbonyl)pyrrolidine-2-carboxylic acid